4-(3-chloro-4-(N'-cyclopropyl-ureido)phenoxy)-7-methoxyquinoline-6-carboxylic acid amide ClC=1C=C(OC2=CC=NC3=CC(=C(C=C23)C(=O)N)OC)C=CC1NC(=O)NC1CC1